C(C1=CC=CC=C1)N1CCC2=CC(=C(C=C12)F)\C=C\[N+](=O)[O-] (E)-1-benzyl-6-fluoro-5-(2-nitrovinyl)indoline